D-glucuronic acid disodium salt [Na+].[Na+].O=C[C@H](O)[C@@H](O)[C@H](O)[C@H](O)C(=O)[O-].O=C[C@H](O)[C@@H](O)[C@H](O)[C@H](O)C(=O)[O-]